hept-5-yn-1-ol C(CCCC#CC)O